C(C)OC(=O)C=1C(C=C2N(C(CN3N=C4C(=CC=CC4=C32)OC[C@@H]3NC(CC3)=O)C(C)(C)C)C1)=O 6-(tert-butyl)-2-oxo-10-(((R)-5-oxopyrrolidin-2-yl)methoxy)-6,7-dihydro-2H-pyrido[2',1':3,4]pyrazino[1,2-b]indazole-3-carboxylic acid ethyl ester